FC1=C(COC(CCS(=O)C2=NC(=CC(=N2)C=2C=C(C(N(C2)CC2=CC(=CC=C2)OCC)=O)F)C)C2=CC=CC=C2)C=CC(=C1)F 5-(2-((3-((2,4-difluorobenzyl)oxy)-3-phenylpropyl)sulfinyl)-6-methylpyrimidin-4-yl)-1-(3-ethoxybenzyl)-3-fluoropyridin-2(1H)-one